BrC=1C=C(C(NN1)=O)CN1C=NC(=C(C1=O)OC=1C=C(C#N)C=C(C1)Cl)C(F)(F)F 3-((1-((6-bromo-3-oxo-2,3-dihydropyridazin-4-yl)methyl)-6-oxo-4-(trifluoromethyl)-1,6-dihydropyrimidin-5-yl)oxy)-5-chlorobenzonitrile